2-((1-(5-(4,4-difluoropiperidin-1-yl)-2-(fluoromethyl)-9-methylimidazo[1,2-c]quinazolin-7-yl)ethyl)amino)benzoic acid FC1(CCN(CC1)C1=NC=2C(=CC(=CC2C=2N1C=C(N2)CF)C)C(C)NC2=C(C(=O)O)C=CC=C2)F